biotin phosphoramidite P(O)(O)N.OC(=O)CCCC[C@@H]1SC[C@@H]2NC(=O)N[C@H]12